ClC=1C(=C(C=CC1)NC1=C(NC2=C1C(NCC2)=O)C2=C(C=NC=C2)C#CC2(NCC2)C)OC 3-[(3-chloro-2-methoxyphenyl)amino]-2-[3-[2-(2-methylazetidin-2-yl)ethynyl]pyridin-4-yl]-1H,5H,6H,7H-pyrrolo[3,2-c]pyridin-4-one